C(C)(=O)N1CCN(CC1)C=1SC(=C(N1)C1=CC(=CC=C1)C#N)C1=CC(=NC(=C1)C)C 4-acetyl-N-[4-(3-cyanophenyl)-5-(2,6-dimethyl-4-pyridyl)thiazol-2-yl]piperazine